N1C=C(C2=CC=CC=C12)C[C@@H]1C(N[C@H](C=2N1C(C1=C(N2)C=NC=C1)=O)CC(C)C)=O (1S,4R)-4-((1H-indol-3-yl)methyl)-1-isobutyl-1,2-dihydro-6H-pyrazino[1,2-a]pyrido[3,4-d]pyrimidine-3,6(4H)-dione